BrC=1C=CC(=NC1)S(=O)(=O)NC[C@H]1OC(OC1)(C)C |r| rac-5-bromo-N-((2,2-dimethyl-1,3-dioxolan-4-yl)methyl)pyridine-2-sulfonamide